CNS(=O)(=O)C[C@@H]1CC[C@H](CC1)N(C=1C2=C(N=CN1)N(C=C2)C(C(C)C2=CC=C(C=C2)CC2C(CCC2)=O)=O)C N-methyl-1-((trans)-4-(methyl-(7-(2-(4-((2-oxocyclopentyl)methyl)phenyl)propanoyl)-7H-pyrrolo[2,3-d]pyrimidin-4-yl)amino)cyclohexyl)methanesulfonamide